NC=1C=C(OC2=CC=C(N)C=C2)C=CC1 p-(m-aminophenoxy)aniline